FC1=CC(=CC2=C1N=C(S2)NC(=O)C2CCCCCCC2)F N-(4,6-difluoro-1,3-benzothiazol-2-yl)cyclooctanecarboxamide